(S)-6-(1-(3,3-difluorocyclobutyl)-5-(3,5-dimethylisoxazol-4-yl)-1H-benzo[d]imidazol-2-yl)-1-(3,4-difluorophenyl)piperidin-2-one FC1(CC(C1)N1C(=NC2=C1C=CC(=C2)C=2C(=NOC2C)C)[C@@H]2CCCC(N2C2=CC(=C(C=C2)F)F)=O)F